CN(/C=C/C(=O)C1=CC=C(C=C1)[N+](=O)[O-])C (E)-3-(dimethylamino)-1-(4-nitrophenyl)-2-propen-1-one